4,6-dimethyl-2-methylene-1,3-dioxane CC1OC(OC(C1)C)=C